3,6,6-triethyl-1,3-cyclohexadiene C(C)C=1C=CC(CC1)(CC)CC